(R)-3-(1-(2,6-dichloro-3-fluorophenyl)ethoxy)-5-(1-(piperidin-4-yl)-1H-pyrazol-4-yl)pyridine-2-amine ClC1=C(C(=CC=C1F)Cl)[C@@H](C)OC=1C(=NC=C(C1)C=1C=NN(C1)C1CCNCC1)N